NC=1C2=C(N=CN1)N(C=C2C2=CC=C(C=1N2C=CN1)NC(=O)NC1=NOC(=C1)C1(CC1)C(F)(F)F)CCOC 1-(5-(4-amino-7-(2-methoxy-ethyl)-7H-pyrrolo[2,3-d]-pyrimidin-5-yl)imidazo[1,2-a]pyridin-8-yl)-3-(5-(1-(trifluoromethyl)cyclopropyl)-isoxazol-3-yl)urea